methyl (1r,4R)-6'-acetyl-4-[(3-chlorophenyl)(trifluoroacetyl)amino]-2'-[(2R)-3-hydroxy-2-methylpropyl]-4'-methyl-2',3'-dihydrospiro[cyclohexane-1,1'-indene]-4-carboxylate C(C)(=O)C1=CC(=C2CC(C3(C2=C1)CCC(CC3)(C(=O)OC)N(C(C(F)(F)F)=O)C3=CC(=CC=C3)Cl)C[C@H](CO)C)C